COC1=CC=C(N=N1)N1N=CN=C1[C@H](C)NC(OC(C)(C)C)=O tert-butyl N-[(1S)-1-[2-(6-methoxypyridazin-3-yl)-1,2,4-triazol-3-yl]ethyl]carbamate